FC=1C=CC(=NC1)N1CCOCC1 5-fluoro-2-morpholinopyridin